2-(2-((2-(3-(aminomethyl)phenyl)benzofuran-7-yl)methoxy)phenyl)acetic acid NCC=1C=C(C=CC1)C=1OC2=C(C1)C=CC=C2COC2=C(C=CC=C2)CC(=O)O